I[Si](CCCC(F)(F)F)(CCCC(F)(F)F)CCCC(F)(F)F iodo-tris(4,4,4-trifluorobutyl)silane